BrC1=C(C=C(C=C1)C1=NC2=C(N1)C(C(=C(C2=O)N[C@@H]2C(OCC2)=O)Cl)=O)F (S)-2-(4-bromo-3-fluorophenyl)-6-chloro-5-((2-oxotetrahydrofuran-3-yl)amino)-1H-benzo[d]imidazole-4,7-dione